O[PH+]=O hydroxy(oxo)phosphonium